6-Bromo-N-(1-ethylpiperidin-4-yl)-2-{4-[4-(pyridin-3-ylmethyl)piperazin-1-yl]phenyl}-3H-imidazo[4,5-b]pyridin-7-amine BrC=1C(=C2C(=NC1)NC(=N2)C2=CC=C(C=C2)N2CCN(CC2)CC=2C=NC=CC2)NC2CCN(CC2)CC